C(#N)C=1C=CC(=NC1)N1CCN(CC1)C(=O)N1CC(C1)OC[C@H]1N(CCC1)C(=O)OC(C)(C)C tert-butyl (2S)-2-[([1-[4-(5-cyanopyridin-2-yl)piperazine-1-carbonyl]azetidin-3-yl]oxy)methyl]pyrrolidine-1-carboxylate